2-CHLORO-3-METHOXYPYRIDINE-4-CARBOXALDEHYDE ClC1=NC=CC(=C1OC)C=O